N-(3-amino-4-fluorophenyl)-2-fluoro-3-(trifluoromethyl)-6-(8-fluorochroman-4-yl)benzamide NC=1C=C(C=CC1F)NC(C1=C(C(=CC=C1C1CCOC2=C(C=CC=C12)F)C(F)(F)F)F)=O